BrC1=CC=C(C=C1)C=1C=NN(C1)COCC[Si](C)(C)C 4-(4-bromophenyl)-1-((2-(trimethylsilyl)ethoxy)methyl)-1H-pyrazole